tert-butyl 4-(1-((2,4-difluorobenzyl)oxy)-1H-pyrazol-3-yl)-2-methylpiperidine-1-carboxylate FC1=C(CON2N=C(C=C2)C2CC(N(CC2)C(=O)OC(C)(C)C)C)C=CC(=C1)F